ClC1=C(N(N=C1)C)C=1C=C(C=CC1OCCCN(C)C)NC(=O)NC1=CC(=C(C=C1)F)O 1-[3-(4-Chloro-2-methyl-2H-pyrazol-3-yl)-4-(3-dimethylamino-propoxy)-phenyl]-3-(4-fluoro-3-hydroxyphenyl)-urea